2,4-diphenyl-7-methyl-3H-1,5-benzodiazepine C1(=CC=CC=C1)C=1CC(=NC2=C(N1)C=CC(=C2)C)C2=CC=CC=C2